ClC1=C(C=CC=C1)CC(=O)NC=1C=C(N=NC1)N(C(C)=O)C1=CC=CC=C1 N-{5-[2-(2-chlorophenyl)acetamido]pyridazin-3-yl}-N-phenylacetamide